C1=CC=C(C=C1)NC2=CC=CC3=CC=CC=C32 N-phenyl-Naphthylamine